2-amino-1-(4-hydroxyphenyl)ethanone NCC(=O)C1=CC=C(C=C1)O